Benzyl O-Benzyl-N-(1-(Hydroxymethyl)-4-Methylcyclohexane-1-Carbonyl)-L-Serinate C(C1=CC=CC=C1)OC[C@H](NC(=O)C1(CCC(CC1)C)CO)C(=O)OCC1=CC=CC=C1